C1(CC1)O[C@H](C(=O)N[C@H](C(=O)OC(C)C)CCC(C=[N+]=[N-])=O)CC1=CC=C(C=C1)F isopropyl (S)-2-((S)-2-cyclopropoxy-3-(4-fluorophenyl) propanamido)-6-diazo-5-oxohexanoate